3-difluoromethyl-1-methyl-1H-pyrazole-4-carboxylic acid [2-(2,3,4,6-tetrachlorophenyl)-1-methyl-ethyl]-methoxy-amide ClC1=C(C(=CC(=C1Cl)Cl)Cl)CC(C)N(C(=O)C=1C(=NN(C1)C)C(F)F)OC